Triethoxy(aminopropyl)silan C(C)O[Si](CCCN)(OCC)OCC